COC(C1=C(C=CC=C1)C1=NC(=NC=C1F)NC=1C=NN(C1)C1CCN(CC1)C)=O (5-fluoro-2-((1-(1-methylpiperidin-4-yl)-1H-pyrazol-4-yl)amino)pyrimidin-4-yl)benzoic acid methyl ester